C(C)(C)(C)N[C@@H](CC1=CC=C(C=C1)O)C(=O)O t-butyl-L-tyrosine